4-(7-((2,6-diethoxy-4'-fluoro-[1,1'-biphenyl]-4-yl)methyl)-2,7-diazaspiro[3.5]nonan-2-yl)-3-fluorobenzoic acid, trifluoroacetate salt FC(C(=O)O)(F)F.C(C)OC1=C(C(=CC(=C1)CN1CCC2(CN(C2)C2=C(C=C(C(=O)O)C=C2)F)CC1)OCC)C1=CC=C(C=C1)F